C(C)(C)(C)OC(N(CC1=CC=C(C=C1)C1=NNC(C2=CC=CC=C12)=O)C)=O methyl-(4-(4-oxo-3,4-dihydrophthalazin-1-yl)benzyl)carbamic acid tert-butyl ester